S(=O)(Cl)Cl.C(O)(O)=O.BrC1=C2C(N(C(NC2=CC=C1)=O)CC1=C(C=CC=C1)C(F)(F)F)=O 5-bromo-3-{[2-(trifluoromethyl)phenyl]methyl}-1,2,3,4-tetrahydroquinazoline-2,4-dione carbonate compound with thionyl chloride